1,2-dipyridyl-sn-glycero-3-phosphocholine N1=C(C=CC=C1)OC[C@@H](OC1=NC=CC=C1)COP(=O)([O-])OCC[N+](C)(C)C